N'-(cyclohexane-1,3-diylbis(methylene))bis(3-(trimethoxysilyl)-N-(3-(trimethoxysilyl)propyl)propan-1-amine) C1(CC(CCC1)CC(CC[Si](OC)(OC)OC)NCCC[Si](OC)(OC)OC)CC(CC[Si](OC)(OC)OC)NCCC[Si](OC)(OC)OC